BrC1=NN(C(=C1)C=C(C)C)C1=CC(=CC(=C1)OC)OCC 3-Bromo-1-(3-ethoxy-5-methoxyphenyl)-5-(2-methylprop-1-en-1-yl)pyrazole